N[C@@H](C1(COC1)O)C1CC1 |r| (R and S)-3-(amino(cyclopropyl)methyl)oxetan-3-ol